(R)-4-hydroxy-4-methylpentan-2-yl hydrogen ((R)-3-hydroxy-2-(5-(4-methoxy-3-propoxyphenyl) pyridin-3-yl) propyl) borate B(O[C@H](C)CC(C)(C)O)(O)OC[C@@H](CO)C=1C=NC=C(C1)C1=CC(=C(C=C1)OC)OCCC